2-chloro-4-[[3-[1-(cyanomethyl)-3-(trifluoromethyl)pyrazol-4-yl]imidazo[1,2-a]pyrazin-8-yl]amino]-N-[(1R)-1-methyl-2-oxo-2-piperazin-1-yl-ethyl]benzamide ClC1=C(C(=O)N[C@@H](C(N2CCNCC2)=O)C)C=CC(=C1)NC=1C=2N(C=CN1)C(=CN2)C=2C(=NN(C2)CC#N)C(F)(F)F